N1=C(N=CC=C1)N(N)C(C1=CC=CC=C1)=O (2-pyrimidinyl)benzoyl-hydrazine